C(CCC)C1CCC(O1)=O 5-butyldihydro-2(3H)-furanone